((6-(3,5-bis(trifluoromethyl)phenyl)pyridin-3-yl)thio)acetic acid ethyl ester C(C)OC(CSC=1C=NC(=CC1)C1=CC(=CC(=C1)C(F)(F)F)C(F)(F)F)=O